2-[2-chloro-4-(4-fluorophenyl)-5-(4-pyridyl)imidazol-1-yl]Acetic acid ClC=1N(C(=C(N1)C1=CC=C(C=C1)F)C1=CC=NC=C1)CC(=O)O